N1(CCC1)CC1(CC1)NC(=O)C1COC2=C1C=CC=C2 N-(1-(azetidin-1-ylmethyl)cyclopropyl)-2,3-dihydrobenzofuran-3-carboxamide